BrC1=NC=NN1CC1=CC(=NO1)CC 5-((5-bromo-1H-1,2,4-triazol-1-yl)methyl)-3-ethylisoxazole